S1C=NC2=C1C=CC(=C2)NC2=CC=NC1=CC(=CC=C21)C2=CC(=C(C(=O)N1CC3C(C1)CN(C3)C(=O)OC(C)(C)C)C=C2)F tert-butyl 5-(4-(4-(benzo[d]thiazol-5-ylamino)quinolin-7-yl)-2-fluorobenzoyl)hexahydropyrrolo[3,4-c]pyrrole-2(1H)-carboxylate